difluoro-N-(4-((5-fluoro-4-(3-(piperidin-1-yl)phenyl)pyrimidin-2-yl)amino)cyclohexyl)-[1,4'-bipiperidine]-4-carboxamide FC1(N(CCC(C1)C(=O)NC1CCC(CC1)NC1=NC=C(C(=N1)C1=CC(=CC=C1)N1CCCCC1)F)C1CCNCC1)F